ethyl 3-(2,5-dioxo-2,5-dihydro-1H-pyrrol-1-yl)-2,2-dimethylpropionate O=C1N(C(C=C1)=O)CC(C(=O)OCC)(C)C